CC1=NC=C(N=C1)Cl methyl-5-chloropyrazine